(E)-1-(2-carboxyethyl)-2-(2-(6-hydroxy-2,3-dihydro-1H-thianthrene-4-yl)vinyl)-3,3-dimethyl-3H-indole C(=O)(O)CCN1C(C(C2=CC=CC=C12)(C)C)\C=C\C1CCCC=2SC3=CC=CC(=C3SC12)O